N-(2-methylpentane-2-yl)cyclohexane-1,3-diamine CC(C)(CCC)NC1CC(CCC1)N